NC1=NC=CC=C1C1=CC=C(C=C1)OCC1=CC=CC=C1 2-amino-3-(4-(benzyloxy)phenyl)pyridin